[Si](C1=CC=CC=C1)(C1=CC=CC=C1)(C(C)(C)C)OC[C@@H]1[C@](C1)(F)CO ((1S,2R)-2-(((tert-butyldiphenylsilyl)oxy)methyl)-1-fluorocyclopropyl)methanol